2-(5-sulfydryl-1,3,4-thiadiazole-2-yl)quinazoline SC1=NN=C(S1)C1=NC2=CC=CC=C2C=N1